N-(6-amino-5-methyl-3-pyridyl)-2-[(2S,5R)-5-methyl-2-(1H-thieno[2,3-c]pyrazol-5-yl)-1-piperidyl]-2-oxo-acetamide NC1=C(C=C(C=N1)NC(C(=O)N1[C@@H](CC[C@H](C1)C)C1=CC2=C(NN=C2)S1)=O)C